3-(3-chloro-1-(tetrahydro-2H-pyran-2-yl)-1H-indol-5-yl)-2-(6-methylpyridin-2-yl)imidazo-[1,2-a]pyrimidine ClC1=CN(C2=CC=C(C=C12)C1=C(N=C2N1C=CC=N2)C2=NC(=CC=C2)C)C2OCCCC2